ClC1=C(C(=O)N2CCC(CC2)C(=O)O)C=CC(=C1)NC(=O)C=1N(C(=CN1)C1=C(C(=C(C=C1)OC)F)Cl)C 1-[2-chloro-4-[[5-(2-chloro-3-fluoro-4-methoxy-phenyl)-1-methyl-imidazole-2-carbonyl]amino]benzoyl]piperidine-4-carboxylic acid